ClC1=CC(=C(S1)C1=NN=C(O1)C=1C=C(C(=O)OCC)C=CC1)S(N(C)C1=CC(=C(C=C1)OCC)OC)(=O)=O Ethyl 3-(5-(5-chloro-3-(N-(4-ethoxy-3-methoxyphenyl)-N-methylsulfamoyl)thiophen-2-yl)-1,3,4-oxadiazol-2-yl)benzoate